CC1=NN=C(S1)SCC1=C(N2C([C@H]([C@H]2SC1)N)=O)C(=O)O (6R,7R)-3-[[(5-methyl-1,3,4-thiadiazol-2-yl)thio]methyl]-7-amino-8-oxo-5-thia-1-azabicyclo[4.2.0]oct-2-ene-2-formic acid